[Al].C(C)(C)(C)C1=CC=C(C(=O)O)C=C1.C(C)(C)(C)C1=CC=C(C(=O)O)C=C1 bis(p-t-butylbenzoic acid) aluminum